FC=1C=C(C=CC1C)S(=O)(=O)N1CC(OCC1)C1=C(SC2=C1C=CC=C2)C(=O)N [4-(3-Fluoro-4-methyl-phenyl)sulfonylmorpholin-2-yl]benzothiophen-2-carboxamid